(1-((6-(trifluoromethyl)pyridin-3-yl)methyl)-1H-pyrazol-4-yl)methane-d2-amine FC(C1=CC=C(C=N1)CN1N=CC(=C1)C(N)([2H])[2H])(F)F